C(C)C1=CC=C(C=C1)NC1=NS(C2=C(N1)C(=CC=C2)C=2C=NN(C2)C)(=O)=O ((4-ethylphenyl)amino)-5-(1-methyl-1H-pyrazol-4-yl)-4H-benzo[e][1,2,4]thiadiazine 1,1-dioxide